butyl (amyl) sulfate S(=O)(=O)(OCCCC)OCCCCC